C(C1=CC=CC=C1)OCCCCOC1=C(C=CC(=C1)Br)N1CCN(CC1)C 1-(2-(4-(benzyloxy)butoxy)-4-bromophenyl)-4-methylpiperazine